1-(6-(3,5-dichloro-4-hydroxyphenyl)-4-(4-(((2-hydroxyethyl)(methyl)amino)methyl)-cyclohexylamino)-1,5-naphthyridin-3-yl)ethanone ClC=1C=C(C=C(C1O)Cl)C=1N=C2C(=C(C=NC2=CC1)C(C)=O)NC1CCC(CC1)CN(C)CCO